C(C)(C)(C)OC(=O)N1CCN(CC1)C(C1=CC(=C(C=C1)N1CCN(CC1)C(C)C)N)=O 4-(3-amino-4-(4-isopropylpiperazin-1-yl)benzoyl)piperazine-1-carboxylic acid tert-butyl ester